NC1=C(C=C(C=N1)CN1C(N(C(C1(C)C)=O)C1=CC=C(C=C1)SC(F)(F)F)=O)C#CC(C)C 1-((6-amino-5-(3-methylbut-1-yn-1-yl)pyridin-3-yl)methyl)-5,5-dimethyl-3-(4-((trifluoromethyl)thio)phenyl)imidazolidine-2,4-dione